C1(=CC=C(C=C1)C1=C2C=CC=CC2=C(C2=CC=CC=C12)C1=CC=C(C=C1)N1C(=NC2=C1C=CC=C2)CC)C2=CC=CC=C2 1-[4-(10-(biphenyl-4-yl)-9-anthryl)phenyl]-2-ethyl-1H-benzimidazole